2-(2,6-dimethyl-4-((5-oxo-1-(4-(2,2,2-trifluoroethoxy)phenyl)-1,5-dihydro-4H-1,2,4-triazol-4-yl)methyl)phenoxy)-2-methylpropanoic acid CC1=C(OC(C(=O)O)(C)C)C(=CC(=C1)CN1C=NN(C1=O)C1=CC=C(C=C1)OCC(F)(F)F)C